bis(2,4-pentanedione) manganese (II) [Mn+2].CC(CC(C)=O)=O.CC(CC(C)=O)=O